C(C)(=O)C1=NC=CC(=N1)COC1=CC=C(C=C1)C(C)(C)C1=CC=C(OCCCCCCCCOCCN2CCN(CC2)C=2C=C3C(N(C(C3=CC2)=O)C2C(NC(CC2)=O)=O)=O)C=C1 5-(4-(2-((8-(4-(2-(4-((2-acetylpyrimidin-4-yl)methoxy)phenyl)propan-2-yl)phenoxy)octyl)oxy)ethyl)piperazin-1-yl)-2-(2,6-dioxopiperidin-3-yl)isoindoline-1,3-dione